ClC=1C=C(C=CC1F)C(=O)N1[C@@H](C=2N(CC1)C(=NN2)C=2N=C(SC2)C2CC2)C (R)-(3-chloro-4-fluorophenyl)(3-(2-cyclopropylthiazol-4-yl)-8-methyl-5,6-dihydro-[1,2,4]triazolo[4,3-a]pyrazin-7(8H)-yl)methanone